tert-butyl (tert-butoxycarbonyl)(7-(6-(4,4,5,5-tetramethyl-1,3,2-dioxaborolan-2-yl)pyrazin-2-yl)-[1,2,4]triazolo[1,5-a]pyridin-2-yl)carbamate C(C)(C)(C)OC(=O)N(C(OC(C)(C)C)=O)C1=NN2C(C=C(C=C2)C2=NC(=CN=C2)B2OC(C(O2)(C)C)(C)C)=N1